5-Bromo-1,4-dimethyl-7-(trifluoromethoxy)-1H-benzotriazole BrC1=C(C2=C(N(N=N2)C)C(=C1)OC(F)(F)F)C